methyl 2-((1-(2,7-dimethyl-3-(4-(3-methylbutanoyl)piperazin-1-yl)-1-oxo-1,2-dihydroisoquinolin-5-yl)ethyl)amino)benzoate CN1C(C2=CC(=CC(=C2C=C1N1CCN(CC1)C(CC(C)C)=O)C(C)NC1=C(C(=O)OC)C=CC=C1)C)=O